1'-[1,4-phenylenebis(methylene)]bis(3,5-dicarboxylpyridine) C1(=CC=C(C=C1)CC1=NC=C(C=C1C(=O)O)C(=O)O)CC1=NC=C(C=C1C(=O)O)C(=O)O